aminoxy(hydroxylamine) O(N)NO